(S)-3-(5-(4-((1-(4-((1R,2R)-4,4-difluoro-6-hydroxy-2-isopropyl-1,2,3,4-tetrahydronaphthalen-1-yl)phenyl)piperidin-4-yl)methyl)piperazin-1-yl)-1-oxoisoindolin-2-yl)piperidine-2,6-dione FC1(C[C@@H]([C@@H](C2=CC=C(C=C12)O)C1=CC=C(C=C1)N1CCC(CC1)CN1CCN(CC1)C=1C=C2CN(C(C2=CC1)=O)[C@@H]1C(NC(CC1)=O)=O)C(C)C)F